5-bromo-2-carboxypyridin-3-yl 3-[4-(4-chlorothiazol-2-yl)-1H-1,2,3-triazol-1-yl]-3-deoxy-2-O-ethyl-1-thio-α-D-galactopyranoside ClC=1N=C(SC1)C=1N=NN(C1)[C@@H]1[C@H]([C@@H](SC=2C(=NC=C(C2)Br)C(=O)O)O[C@@H]([C@@H]1O)CO)OCC